1-(2'-O-Acetyl-3',5'-di-O-benzyl-4'-C-fluoromethyl-β-D-ribofuranosyl)2-thiouracil C(C)(=O)O[C@H]1[C@@H](O[C@@]([C@H]1OCC1=CC=CC=C1)(COCC1=CC=CC=C1)CF)N1C(=S)NC(=O)C=C1